C12(CC(C1)C2)COC2=C(C(=C(NC=1C3=C(N=CN1)C=CC(=N3)O[C@@H]3CN(CC3)C(=O)[O-])C=C2)F)Cl (3S)-3-[4-[4-(1-Bicyclo[1.1.1]pentanylmethoxy)-3-chloro-2-fluoro-anilino]pyrido[3,2-d]pyrimidin-6-yl]oxypyrrolidine-1-carboxylate